BrC1=C(C=C(C=C1)C(C(F)(F)F)OS(=O)(=O)C1=CC=C(C=C1)C)OC.C[Si](C1C(=CC2=C(C=CC=C12)C1=CC=CC=C1)C)(C1C(=CC2=C(C=CC=C12)C1=CC=CC=C1)C)C Dimethyl-bis(2-methyl-4-phenylindenyl)silane [1-(4-Bromo-3-methoxy-phenyl)-2,2,2-trifluoro-ethyl]4-methylbenzenesulfonate